N6-(hex-5-yn-1-yl)-N6-acetyl-2'-deoxyadenosine C(CCCC#C)N(C=1C=2N=CN([C@H]3C[C@H](O)[C@@H](CO)O3)C2N=CN1)C(C)=O